FC1=CC2=C(N=C(O2)N2C[C@H](N([C@@H](C2)C)C(=O)OC2CC3(CN(C3)CC3=CC=CC=C3)C2)C)C=C1 2-benzyl-2-azaspiro[3.3]heptan-6-yl (2R,6R)-4-(6-fluoro-1,3-benzoxazol-2-yl)-2,6-dimethylpiperazine-1-carboxylate